C(N)(=O)C1=C(C2=C([Se]1)C=CC(=C2)OC(F)(F)F)C=2C=C(C=CC2)CCC(=O)OC methyl 3-(3-(2-carbamoyl-5-(trifluoromethoxy)benzo[b]selenophen-3-yl)phenyl)propanoate